N[C@@H](C[C@H]1C(NCC1)=O)C(COC1=C(C(=CC(=C1F)F)F)F)=O (s)-3-((s)-2-amino-3-oxo-4-(2,3,5,6-tetrafluorophenoxy)butyl)pyrrolidin-2-one